C1(=CC=CC=2C#CCCC3=C(C21)C=CC=C3)C(=O)O Dibenzocyclooctynecarboxylic acid